3-((3-exo)-3-((7-((4,5-dimethyl-1H-pyrazol-3-yl)amino)-1,6-naphthyridin-5-yl)amino)-8-azabicyclo[3.2.1]octan-8-yl)propionitrile CC=1C(=NNC1C)NC1=NC(=C2C=CC=NC2=C1)NC1CC2CCC(C1)N2CCC#N